CC1(CC(=CCC1)CCCC(C)C)C=O 1-Methyl-3-(4-methylpentyl)-3-cyclohexen-carboxaldehyd